N-(9-hydroxy-9H-fluoren-2-yl)carboxamide OC1C2=CC=CC=C2C=2C=CC(=CC12)NC=O